2-[(2S)-4-[7-(8-Chloro-1-naphthyl)-2-[[(3R)-1-methylpyrrolidin-3-yl]methoxy]-6,8-dihydro-5H-pyrido[3,4-d]pyrimidin-4-yl]piperazin-2-yl]acetonitrile ClC=1C=CC=C2C=CC=C(C12)N1CC=2N=C(N=C(C2CC1)N1C[C@@H](NCC1)CC#N)OC[C@H]1CN(CC1)C